F.C(CC(O)(C(=O)[O-])CC(=O)[O-])(=O)[O-].[Na+].[Na+].[Na+] sodium citrate, hydrofluoride